4-hydroxypiperidine-carboxylate OC1CCN(CC1)C(=O)[O-]